(5-isopropyl-1H-pyrazol-3-yl)(6-(thiophene-2-carbonyl)-2,6-diazaspiro[3.3]heptan-2-yl)methanone C(C)(C)C1=CC(=NN1)C(=O)N1CC2(C1)CN(C2)C(=O)C=2SC=CC2